8-bromo-1-(3-chloro-4-(trifluoromethyl)benzyl)-3,7-dimethyl-3,7-dihydro-1H-purine-2,6-dione BrC1=NC=2N(C(N(C(C2N1C)=O)CC1=CC(=C(C=C1)C(F)(F)F)Cl)=O)C